4-(((3S,5R)-3-methyl-5-(4-methyl-1-oxo-1,3-dihydroisobenzofuran-5-yl)piperazin-1-yl)methyl)-1H-imidazole-1-carboxylic acid tert-butyl ester C(C)(C)(C)OC(=O)N1C=NC(=C1)CN1C[C@@H](N[C@@H](C1)C=1C(=C2COC(C2=CC1)=O)C)C